4-(4-(6-(7,8-dimethyl-[1,2,4]triazolo[4,3-b]pyridazin-6-yl)-5,6,7,8-tetrahydro-1,6-naphthyridin-3-yl)phenyl)morpholine CC1=C(C=2N(N=C1N1CC=3C=C(C=NC3CC1)C1=CC=C(C=C1)N1CCOCC1)C=NN2)C